ClC=1C(=NC=CC1)N1N=C(CC1C(=O)OCC)OC1CS(C1)(=O)=O ethyl 1-(3-chloropyridin-2-yl)-3-((1,1-dioxidothietan-3-yl)oxy)-4,5-dihydro-1H-pyrazole-5-carboxylate